(1R,4R)-4-(4-amino-5-(4-aminophenyl)-7H-pyrrolo[2,3-d]pyrimidin-7-yl)cyclohexan-1-ol NC=1C2=C(N=CN1)N(C=C2C2=CC=C(C=C2)N)C2CCC(CC2)O